methyl 2-(4-fluoro-2-methylphenyl)-5-[1-(benzenesulfonyl)-1H-pyrrolo[2,3-b]pyridin-4-yl]-1-{[2-(trimethylsilyl) ethoxy] methyl}-1H-pyrrole-3-carboxylate FC1=CC(=C(C=C1)C=1N(C(=CC1C(=O)OC)C1=C2C(=NC=C1)N(C=C2)S(=O)(=O)C2=CC=CC=C2)COCC[Si](C)(C)C)C